ClC1=C2C(N(C=NC2=CC=C1SC=1N=CC(=NC1)N1CCC2(CC1)[C@@H](C1=CC=CC=C1C2)NS(=O)C(C)(C)C)CCOC)=O N-((S)-1'-(5-((5-chloro-3-(2-methoxyethyl)-4-oxo-3,4-dihydroquinazolin-6-yl)thio)pyrazin-2-yl)-1,3-dihydrospiro[indene-2,4'-piperidin]-1-yl)-2-methylpropane-2-sulfinamide